NC1=C(C#N)C=C(C=C1)C(F)(F)F 2-amino-5-(trifluoromethyl)benzonitrile